Amyl 2-(pentyloxyethylphosphino)-benzoate C(CCCC)OCCPC1=C(C(=O)OCCCCC)C=CC=C1